mono-12-hydroxystearic acid OC(CCCCCCCCCCC(=O)O)CCCCCC